9-(4-{4-amino-3-[4-(difluoromethanesulfonamido)-3-[(1S)-1-(4-fluorophenyl)ethoxy]phenyl]-1-methyl-1H-pyrazolo[4,3-c]pyridin-7-yl}1H-pyrazol-1-yl)nonanoic acid NC1=NC=C(C2=C1C(=NN2C)C2=CC(=C(C=C2)NS(=O)(=O)C(F)F)O[C@@H](C)C2=CC=C(C=C2)F)C=2C=NN(C2)CCCCCCCCC(=O)O